3-{3-[(1S)-1-(4-chlorophenyl)ethoxy]-4-(2,2,2-trifluoroethane-sulfonamido)phenyl}-5-[(pyrazin-2-yl)amino]-1H-pyrazole-4-carboxamide ClC1=CC=C(C=C1)[C@H](C)OC=1C=C(C=CC1NS(=O)(=O)CC(F)(F)F)C1=NNC(=C1C(=O)N)NC1=NC=CN=C1